COC(C1CCN(CC1)C1=CC=C(C=C1)[C@H]1[C@H](COC2=CC(=CC=C12)O)C1=CC=CC=C1)OC (3S,4R)-4-(4-(4-(dimethoxymethyl)piperidin-1-yl)phenyl)-3-phenylchroman-7-ol